C(C)(C)(C)OC(=O)C1=NOC(=C1)C 5-methyl-isoxazole-3-carboxylic acid tert-butyl ester